C(CCC)OC1=CC=C(C=C1)CC(C)(C)NCCO 2-[3-(4-n-butyloxyphenyl)-2-methyl-2-propylamino]ethanol